FC1(CCN(CC1)C(=O)C=1C=C2C(=NC1)N(C=C2)C=2C=C(C=NC2)C(C#N)(C)C)F 2-(5-(5-(4,4-difluoropiperidine-1-carbonyl)-1H-pyrrolo[2,3-b]pyridin-1-yl)pyridin-3-yl)-2-methylpropionitrile